di(pentafluoroethyl) sulfone FC(C(F)(F)F)(F)S(=O)(=O)C(C(F)(F)F)(F)F